C(C)[C@H]1C[C@H](N(CC1(F)F)C(=O)N[C@@H](C)\C=C\S(=O)(=O)C)C1=CC=CC=C1 (2S,4S)-4-ethyl-5,5-difluoro-N-((S,E)-4-(methylsulfonyl)but-3-en-2-yl)-2-phenylpiperidine-1-carboxamide